5-(2-methyl-1-(tetrahydro-2H-pyran-4-yl)-1H-imidazo[4,5-b]pyridin-6-yl)-N-(trans-3-(4-methylpiperazin-1-yl)cyclobutyl)pyrrolo[2,1-f][1,2,4]triazin-2-amine CC=1N(C=2C(=NC=C(C2)C=2C=CN3N=C(N=CC32)N[C@@H]3C[C@H](C3)N3CCN(CC3)C)N1)C1CCOCC1